FC(C1=CC=C(C=C1)NC(C1=C(N=CC(=C1)Cl)O)=O)(F)F N-(4-trifluoromethylphenyl)-2-hydroxy-5-chloronicotinamide